Br\C=C(/CO[Si](C)(C)C)\Br (1E)-1,2-dibromo-3-trimethylsilyloxyprop-1-ene